[OH-].[Al+3].COC=1C=C(CN(C=2OC(=CN2)C(=O)NCCCC2=CC=C(C=C2)OC)CC2=CC(=CC=C2)OC)C=CC1.[OH-].[OH-] 2-(bis(3-methoxybenzyl)amino)-N-(3-(4-methoxyphenyl)propyl)oxazole-5-carboxamide aluminum hydroxide